C(C)OC=1C(=CC(=C(C1)C1=NC=2C=CNC(C2C(=C1)NC1=NC=C(C=C1)N1CCC(CC1)O)=O)F)C(=O)N1CCCCC1 2-[5-ethoxy-2-fluoro-4-(piperidine-1-carbonyl)phenyl]-4-[[5-(4-hydroxy-1-piperidyl)-2-pyridyl]amino]-6H-1,6-naphthyridin-5-one